OC1=C(C=C(C=C1)C(C(CC)C1=CC(=C(C=C1)O)C)CC)C 4-[4-(4-hydroxy-3-methylphenyl)hex-3-yl]-2-methylphenol